2-cyclopentyl-6-methoxy-pyridine C1(CCCC1)C1=NC(=CC=C1)OC